FC(CC(C(=O)OC)O)(F)F methyl 4,4,4-trifluoro-2-hydroxy-butanoate